ClC=1C=C2C(=CC(=NC2=CC1)C(F)(F)F)N[C@@H]1C[C@@H](CCC1)NC(=O)C=1C=CC=2N(C1)C=C(N2)C N-[(1R,3S)-3-{[6-chloro-2-(trifluoromethyl)quinolin-4-yl]amino}cyclohexyl]-2-methylimidazo[1,2-a]pyridine-6-carboxamide